((2R,4S,5R)-4-amino-5-isopropoxytetrahydro-2H-pyran-2-yl)((S)-1-(4-fluorophenyl)-3,4-dihydroisoquinolin-2(1H)-yl)methanone N[C@H]1C[C@@H](OC[C@@H]1OC(C)C)C(=O)N1[C@H](C2=CC=CC=C2CC1)C1=CC=C(C=C1)F